[N+](=O)([O-])C1=C(OCC(=O)OC)C=CC=C1 methyl 2-(2-nitrophenoxy)acetate